3-fluoro-4-[fluoro[4-(trifluoromethoxy)phenyl]methyl]-5-(2H-1,2,3-triazol-2-yl)pyridine FC=1C=NC=C(C1C(C1=CC=C(C=C1)OC(F)(F)F)F)N1N=CC=N1